ethyl 4-(1-((2-(trimethylsilyl)ethoxy)methyl)-1H-pyrrolo[2,3-b]pyridin-4-yl)-3,4-dihydro-2H-1,4-thiazine-6-carboxylate C[Si](CCOCN1C=CC=2C1=NC=CC2N2CCSC(=C2)C(=O)OCC)(C)C